2-(1,3-Dioxolan-2-yl)-4,6-difluorobenzaldehyde O1C(OCC1)C1=C(C=O)C(=CC(=C1)F)F